[I-].C(CCCCCCCCCN)N decylenediamine iodide